(E)-N-(2-chloro-4-(trifluoromethyl)phenyl)-2-(6-ethyl-7-(4-(5-hydroxy-6-methylpyrimidine-4-carbonyl)piperazin-1-yl)-8-oxo-2-(prop-1-en-1-yl)pyrido[2,3-b]pyrazin-5(8H)-yl)acetamide ClC1=C(C=CC(=C1)C(F)(F)F)NC(CN1C(=C(C(C=2C1=NC=C(N2)\C=C\C)=O)N2CCN(CC2)C(=O)C2=NC=NC(=C2O)C)CC)=O